2-(4-(4-(3,4-dimethoxyphenyl)-6-oxo-6,7-dihydro-5H-benzo[b]pyrido[2,3-d]azepin-2-yl)phenoxy)ethyl acetate C(C)(=O)OCCOC1=CC=C(C=C1)C=1C=C(C2=C(C3=C(NC(C2)=O)C=CC=C3)N1)C1=CC(=C(C=C1)OC)OC